1-(5-fluoro-3-(trifluoromethyl)-6,7,8,9-tetrahydropyrido[3,2-b]indolizin-7-yl)-2-oxopyrrolidin FC=1C2=C(N3CCC(CC13)N1C(CCC1)=O)N=CC(=C2)C(F)(F)F